S1C(=CC=C1)C=1N=C2N(C=CC=C2)C1 2-(2-thienyl)imidazo[1,2-a]pyridine